(R or S)-2-(2-methoxy-5-(2-(((R)-phenyl((R)-1,2,3,4-tetrahydropyrido[2,3-b]pyrazin-3-yl)methyl)amino)ethyl)phenyl)propanoic acid COC1=C(C=C(C=C1)CCN[C@@H]([C@H]1CNC2=C(N1)N=CC=C2)C2=CC=CC=C2)[C@H](C(=O)O)C |o1:28|